ClC1=C(C=C(C(=O)N2[C@@H](CC(C(C2)=O)C(=O)OCC)C)C=C1)C(F)(F)F (R)-Ethyl 1-(4-chloro-3-(trifluoromethyl) benzoyl)-2-methyl-5-oxopiperidine-4-carboxylate